bis(tert-butoxycarbonyl)thiopseudourea C(C)(C)(C)OC(=O)N(C(S)=N)C(=O)OC(C)(C)C